Benzyl (2R,3R)-2-methyl-3-morpholin-4-ylazetidine-1-carboxylate C[C@H]1N(C[C@H]1N1CCOCC1)C(=O)OCC1=CC=CC=C1